1H-pyrazole-3-thiocarboxamide N1N=C(C=C1)C(N)=S